N-(1-(Anthracen-9-yl)cyclopropyl)-2-methyl-5-((1-methylazetidin-2-yl)methoxy)benzamide C1=CC=CC2=CC3=CC=CC=C3C(=C12)C1(CC1)NC(C1=C(C=CC(=C1)OCC1N(CC1)C)C)=O